(1-methyl-1H-pyrazol-3-yl)(2-(5-(trifluoromethyl)-1,2,4-oxadiazol-3-yl)-6,7-dihydrothieno[3,2-c]pyridin-5(4H)-yl)methanone CN1N=C(C=C1)C(=O)N1CC2=C(CC1)SC(=C2)C2=NOC(=N2)C(F)(F)F